2-[4-(difluoromethyl)-6-[2-(4-formylphenyl)ethynyl]-7-methyl-indazol-2-yl]-2-(5,5-dimethyl-6,7-dihydropyrrolo[1,2-c]imidazol-1-yl)-N-thiazol-2-yl-acetamide FC(C=1C2=CN(N=C2C(=C(C1)C#CC1=CC=C(C=C1)C=O)C)C(C(=O)NC=1SC=CN1)C1=C2N(C=N1)C(CC2)(C)C)F